(3s,4s,5r)-5-(1-acetoxypropyl)-4-fluorotetrahydrofuran-2,3-diyldiacetate C(C)(=O)OC(CC)[C@@H]1[C@H]([C@H](C(O1)CC(=O)[O-])CC(=O)[O-])F